O=C1N(CC2N1CCC2)C2CN(CCC2)C=2N=CC(=NC2)C(=O)N 5-(3-(3-oxotetrahydro-1H-pyrrolo[1,2-c]imidazol-2(3H)-yl)piperidin-1-yl)pyrazin-2-carboxamide